FC1=CC=C(C(=O)CC(C)(C(C2=CC=C(C=C2)F)=O)OC(CC(C2=CC=C(C=C2)F)=O)(C)C(C2=CC=C(C=C2)F)=O)C=C1 bis(4-fluorobenzoyl)-isopropyl ether